FC(OC1=CC=CC=2C(N([C@H]3C=4N([C@@H](C21)C3)C3=C(N4)C=CC(=C3)C#C[C@@H](CCO)C)C([2H])([2H])[2H])=O)F |o1:25| (7R,14R)-1-(difluoromethoxy)-11-((R or S)-5-hydroxy-3-methylpent-1-yn-1-yl)-6-(methyl-d3)-6,7-dihydro-7,14-methanobenzo[f]benzo[4,5]imidazo[1,2-a][1,4]diazocin-5(14H)-one